6-chloro-1'-methyl-3H-spiro[benzofuran-2,4'-piperidine] ClC1=CC2=C(CC3(CCN(CC3)C)O2)C=C1